C(C1=CC=CC=C1)(=O)NC1=C2NC=NC2=NC=N1 6-N-benzoyladenine